ClC(C[SiH2]C(C)[SiH2]CC(Cl)Cl)Cl bis(dichloroethylsilyl)ethane